CN([C@H](C)C(=O)O)C=1SC=CC1 D-N-methyl-2-thienylalanine